2-[3-methyl-4-[[(3R)-1-methyl-3-piperidinyl]amino]isoxazolo[4,5-d]pyridazin-7-yl]-5-(trifluoromethyl)phenol formate salt C(=O)O.CC1=NOC2=C1C(=NN=C2C2=C(C=C(C=C2)C(F)(F)F)O)N[C@H]2CN(CCC2)C